FC=1C=C2CC(CC2=CC1F)NC1=NC=C(C=N1)C=C N-(5,6-difluoro-2,3-dihydro-1H-inden-2-yl)-5-vinylpyrimidin-2-amine